1-chloroethyl methyl carbonate C(OC(C)Cl)(OC)=O